FC=1C(=C(C=CC1)[C@@H]1N=C(NC(=C1C(=O)[O-])CN1CC=2C(CC1)(C(NN2)=O)C)C=2SC=CN2)C (4S)-4-(3-Fluoro-2-methylphenyl)-6-((3a-methyl-3-oxo-2,3,3a,4,5,7-hexahydro-6H-Pyrazolo[3,4-c]pyridin-6-yl)methyl)-2-(thiazol-2-yl)-1,4-dihydropyrimidine-5-carboxylate